C(C)(C)(C)OC(=O)N1CC2=C(CC1)NN=C2C(F)(F)F 3-(trifluoromethyl)-6,7-dihydro-1H-pyrazolo[4,3-c]Pyridine-5(4H)-carboxylic acid tert-butyl ester